C(C1=CC=CC=C1)N1C(CC[C@H]1COO[SiH](C)C(C)(C)C)=O (S)-1-benzyl-5-(((tert-butylmethylsiloxy)oxy)methyl)pyrrolin-2-one